COC=1C(=CC2=C(C3=C(CC(N2)=O)C2=CC(=CC=C2N3)C(F)(F)F)C1)OC 7,12-dihydro-2,3-dimethoxy-9-trifluoromethyl-indolo[3,2-d][1]benzazepin-6(5H)-one